3-[3-Methyl-2-oxo-4-(piperazin-1-yl)-1,3-benzodiazol-1-yl]-1-{[2-(trimethylsilyl)ethoxy]methyl}piperidine-2,6-dione CN1C(N(C2=C1C(=CC=C2)N2CCNCC2)C2C(N(C(CC2)=O)COCC[Si](C)(C)C)=O)=O